ClC1=C(C(=O)N[C@@H]2CN(C[C@@H]2F)C(=O)C2CC(CC2)(F)F)C=CC=C1F 2-chloro-N-[(3R,4S)-1-(3,3-difluorocyclopentanecarbonyl)-4-fluoropyrrolidin-3-yl]-3-fluorobenzamide